6-(3-bromo-1-(3-chloropyridin-2-yl)-1H-pyrazole-5-carboxamido)-N-isopropyl-5-methylpyrazolo[1,5-a]pyridine-7-carboxamide BrC1=NN(C(=C1)C(=O)NC=1C(=CC=2N(C1C(=O)NC(C)C)N=CC2)C)C2=NC=CC=C2Cl